3-bromo-N-(2-chlorophenyl)-N,6-dimethylpyridin-2-amine BrC=1C(=NC(=CC1)C)N(C)C1=C(C=CC=C1)Cl